C(C)N(C(C1=C(C=CC(=C1)F)OC=1C(=NC=NC1)N1C[C@@H](CC1)CN1CC2(C1)CC(C2)NS(=O)(=O)CC)=O)C(C)C (S)-N-ethyl-2-((4-(3-((6-(ethanesulfonamido)-2-azaspiro[3.3]heptan-2-yl)methyl)pyrrolidin-1-yl)pyrimidin-5-yl)oxy)-5-fluoro-N-isopropylbenzamide